4-((4-chlorophenyl)sulfonyl)-3-(hydroxymethyl)pyrrolidin-3-ol hydrochloride Cl.ClC1=CC=C(C=C1)S(=O)(=O)C1C(CNC1)(O)CO